N1(N=NN=C1N=NC1=NN=NN1C=1N=NNN1)C=1N=NNN1 1,2-bis(2'H-[1,5'-bitetrazol]-5-yl)-diazene